[3,5-bis-(1,1,1,3,3,3-hexafluoro-2-methoxy-2-propyl) phenyl] borate B(OC1=CC(=CC(=C1)C(C(F)(F)F)(C(F)(F)F)OC)C(C(F)(F)F)(C(F)(F)F)OC)([O-])[O-]